ClC=1C=C(C=CC1Cl)NC(=O)N1CCC(CC1)N1C(NC2=C1C=CC=C2C=2C=NC(=CC2)CO)=O N-(3,4-dichlorophenyl)-4-{4-[6-(hydroxymethyl)pyridin-3-yl]-2-oxo-2,3-dihydro-1H-1,3-benzodiazol-1-yl}piperidine-1-carboxamide